NC=1N=NC(=CC1N1CCN(CC1)CC(=O)OCC)Cl ethyl 2-[4-(3-amino-6-chloropyridazin-4-yl)piperazin-1-yl]acetate